C(C)(=O)C1=C(C2=C(N=C(N=C2)NC2=CC=C(C=N2)N2CCN(CC2)CC=2C=C3CN(C(C3=C(C2)F)=O)C2CNCCC2)N(C1=O)C1CCCC1)C 3-(5-((4-(6-((6-acetyl-8-cyclopentyl-5-methyl-7-oxo-7,8-dihydropyrido[2,3-d]Pyrimidin-2-yl)amino)pyridin-3-yl)piperazin-1-yl)methyl)-7-fluoro-1-oxoisoindoline-2-yl)piperidine